4-bromo-5-nitro-1-(tetrahydro-2H-pyran-2-yl)-1H-pyrazole BrC=1C=NN(C1[N+](=O)[O-])C1OCCCC1